2-Chloro-4-((R)-8-(4-(2-(4-(4-((R)-2,6-dioxo-piperidin-3-yl)phenyl)-piperazin-1-yl)-7-aza-spiro[3.5]nonane-7-carbonyl)phenyl)-3-methyl-2,8-diazaspiro[4.5]decan-2-yl)benzonitrile ClC1=C(C#N)C=CC(=C1)N1CC2(C[C@H]1C)CCN(CC2)C2=CC=C(C=C2)C(=O)N2CCC1(CC(C1)N1CCN(CC1)C1=CC=C(C=C1)[C@@H]1C(NC(CC1)=O)=O)CC2